(2S,3R,4R)-1-acetyl-2-cyclopropyl-N-(2-hydroxy-2-methylpropyl)-3-methyl-4-(pyrimidin-2-ylamino)-1,2,3,4-tetrahydroquinoline-6-carboxamide C(C)(=O)N1[C@H]([C@@H]([C@H](C2=CC(=CC=C12)C(=O)NCC(C)(C)O)NC1=NC=CC=N1)C)C1CC1